methyl 9-(((1-((tert-butoxycarbonyl)amino)cyclopropyl) methyl)amino)-3-methoxythieno[3,2-f]quinoxaline-8-carboxylate C(C)(C)(C)OC(=O)NC1(CC1)CNC1=C(SC2=C1C=1N=CC(=NC1C=C2)OC)C(=O)OC